ClC1=CC=C(C(=N1)C=1C=CC(=C(C=O)C1)O)NC(C)C=1C=C(C=C2C(C(=C(OC12)C1CC1)C)=O)C 5-[6-chloro-3-[1-(2-cyclopropyl-3,6-dimethyl-4-oxo-chromen-8-yl)ethyl-amino]-2-pyridyl]-2-hydroxy-benzaldehyde